(diethylamino)bis(ethoxyethyl)vinylsilane C(C)N(CC)[SiH2]C=C(CCOCC)CCOCC